(R)-2-((S)-4-(6-(2-chloro-1H-pyrrolo[2,3-b]pyridin-3-yl)-7-fluoro-1H-pyrrolo[3,2-c]pyridin-4-yl)piperazin-2-yl)-3-methylbutan-2-ol ClC1=C(C=2C(=NC=CC2)N1)C1=C(C2=C(C(=N1)N1C[C@H](NCC1)[C@@](C)(C(C)C)O)C=CN2)F